METHYL ETHER COC